ClC=1C=C2CCN(CC2=CN1)CC1COC1 6-chloro-2-(oxetan-3-ylmethyl)-1,2,3,4-tetrahydro-2,7-naphthyridine